FC1=CC=CC2=C1C(=C(O2)CC(C(=O)NC)=C)C ((4-fluoro-3-methylbenzofuran-2-yl)methyl)-N-methylacrylamide